(E)-3-(4-((3-(4-chloro-2-methylbenzoyl)-7-hydroxyquinolin-4-yl)oxy)phenyl)acrylic acid ClC1=CC(=C(C(=O)C=2C=NC3=CC(=CC=C3C2OC2=CC=C(C=C2)/C=C/C(=O)O)O)C=C1)C